N-BOC-2-aminoethylmaleimide C(=O)(OC(C)(C)C)N1C(C(=CC1=O)CCN)=O